ClC1=CC=CC(=N1)N1[C@H]([C@@H](NCC1)C)C |r| (±)-1-(6-chloropyridin-2-yl)-trans-2,3-dimethylpiperazine